(5S)-2-(7-fluoro-2-methylquinoline-3-carbonyl)-9,9-dimethyl-8-oxo-2-azaspiro[4.5]dec-6-ene-7-carbonitrile FC1=CC=C2C=C(C(=NC2=C1)C)C(=O)N1C[C@@]2(CC1)C=C(C(C(C2)(C)C)=O)C#N